(R)-6-chloro-7-(2-(((3-chloropyridin-2-yl)oxy)methyl)pyrrolidin-1-yl)-1-(6-(2-(methyl-amino)ethoxy)pyridin-3-yl)-4-oxo-1,4-dihydroquinoline-3-carboxylic acid hydrochloride Cl.ClC=1C=C2C(C(=CN(C2=CC1N1[C@H](CCC1)COC1=NC=CC=C1Cl)C=1C=NC(=CC1)OCCNC)C(=O)O)=O